5-allyl-4-methoxy-1,5-dihydro-2H-pyrrole-2-one C(C=C)C1C(=CC(N1)=O)OC